tert-butyl (R)-2-cyclopropyl-3-(((R)-3-(3,3-difluorobutyl)-2-methyl-1,1-dioxido-5-phenyl-7-(trifluoromethyl)-2,3,4,5-tetrahydrobenzo[f][1,2,5]thiadiazepin-8-yl)oxy)propanoate C1(CC1)[C@@H](C(=O)OC(C)(C)C)COC1=CC2=C(N(C[C@H](N(S2(=O)=O)C)CCC(C)(F)F)C2=CC=CC=C2)C=C1C(F)(F)F